ClC=1C(=NC(=NC1)NC1=C(C=C(C(=C1)C)C=1C[C@@H](N([C@H](C1)C1CC1)C1COC1)C1CC1)OC(C)C)NC1=C(C=CC=C1)S(=O)(=O)C(C)C 5-chloro-N2-(4-((2R,6S)-2,6-dicyclopropyl-1-(oxetan-3-yl)-1,2,3,6-tetrahydropyridin-4-yl)-2-isopropoxy-5-methyl-phenyl)-N4-(2-(isopropylsulfonyl)phenyl)pyrimidine-2,4-diamine